C1CN(CCN1CC(C(C2=CC=CC=C2)C3=CC=CC=C3)O)C4=CC(=CC=C4)Cl The molecule is an N-alkylpiperazine that is 1-(3-chlorophenyl)piperazine carrying a 3,3-diphenyl-2-hydroxyprop-1-yl group at position 4. A selective h5-HT1D antagonist, displaying 60-fold selectivity over h5-HT1B, and exhibiting little or no affinity for a range of other receptor types. It has a role as a serotonergic antagonist. It is a N-alkylpiperazine, a N-arylpiperazine, a secondary alcohol and a member of monochlorobenzenes. It is a conjugate base of a 4-(3-chlorophenyl)-1-(2-hydroxy-3,3-diphenylpropyl)piperazin-1-ium(1+).